FC1(CN(CCC1O)C1=NC=C(C(=N1)NC1=CC(=C(C=N1)C1=NC=C(C=C1)OC1CCN(CC1)C)NC1CCC(CC1)(C)O)F)F 3,3-Difluoro-1-(5-fluoro-4-((4'-(((1s,4s)-4-hydroxy-4-methylcyclohexyl)amino)-5-((1-methylpiperidin-4-yl)oxy)-[2,3'-bipyridin]-6'-yl)amino)pyrimidin-2-yl)piperidin-4-ol